methyl 4-(2-bromoethoxy)-2-fluorobenzoate BrCCOC1=CC(=C(C(=O)OC)C=C1)F